trans-N-[2-fluoro-3-(5-fluoro-4-methyl-6-oxo-1,6-dihydropyrimidin-2-yl)-4-(trifluoromethyl)benzyl]-3-{[3-(trifluoromethyl)benzyl]oxy}cyclobutane-1-carboxamide FC1=C(CNC(=O)[C@@H]2C[C@H](C2)OCC2=CC(=CC=C2)C(F)(F)F)C=CC(=C1C=1NC(C(=C(N1)C)F)=O)C(F)(F)F